C(C1=CC=CC=C1)[C@@H]1N(C(OC1)=O)C([C@H](CCOCC1=CC=CC=C1)C)=O (S)-4-benzyl-3-((S)-4-(benzyloxy)-2-methylbutyryl)-2-oxazolidinone